C1(=CC=CC2=CC=CC=C12)[C@@H](C)N1CCC(CC1)N(S(=O)(=O)N1CCCC1)CC(=O)NCC(NCC#C)=O (R)-2-(N-(1-(1-(naphthalen-1-yl)ethyl)piperidin-4-yl)pyrrolidine-1-sulfonamido)-N-(2-oxo-2-(prop-2-yn-1-ylamino)ethyl)acetamide